FC1=CC=C2C=C(C=C(C2=C1C#C[Si](C(C)C)(C(C)C)C(C)C)N=C(C1=CC=CC=C1)C1=CC=CC=C1)OCOC N-(7-fluoro-3-(methoxymethoxy)-8-((triisopropylsilyl)ethynyl)naphthalen-1-yl)-1,1-diphenylmethanimine